NCC1=CC=C(CN2C(NC3=C2C=C(C=C3)F)=O)C=C1 (4-(aminomethyl)benzyl)-6-fluoro-1,3-dihydro-2H-benzo[D]imidazol-2-one